N[C@H](C(=O)O)CN1C[C@@H]([C@H](CC1)N1N=CC(=C1Cl)NC1=NC=C(C(=N1)NC1CC1)C(F)(F)F)F (S)-2-amino-3-((3S,4S)-4-(5-chloro-4-((4-(cyclopropylamino)-5-(trifluoromethyl)pyrimidin-2-yl)amino)-1H-pyrazol-1-yl)-3-fluoropiperidin-1-yl)propionic acid